ClC1=NC=C2C=CC(=NC2=C1)S(=O)(=O)C1CCN(CC1)C(=O)OC(C)(C)C tert-butyl 4-(7-chloro-1,6-naphthyridin-2-ylsulfonyl)piperidine-1-carboxylate